O.O.C(C1=CC=CC=C1)C(CCCCCCCCCCCCC)N(C)C benzyl-dimethyl-tetradecylamine dihydrate